2-(dibenzylamino)ethanol C(C1=CC=CC=C1)N(CCO)CC1=CC=CC=C1